(3R,6S)-6-methyl-1-(2-(quinoxalin-6-yl)acetyl)piperidine-3-carboxylic acid methyl ester COC(=O)[C@H]1CN([C@H](CC1)C)C(CC=1C=C2N=CC=NC2=CC1)=O